COCOC1=C(C(=CC(=C1)C)C)B1OC(C(O1)(C)C)(C)C 2-[2-(methoxymethoxy)-4,6-dimethyl-phenyl]-4,4,5,5-tetramethyl-1,3,2-dioxaborolane